N-[1-(3-chloro-4-fluorophenyl)-4-methyl-2,3,4,5,6,7-hexahydro-1H-9,11-ethenopyrido[4,3-i][1,5,8]oxadiazacyclododecin-6-yl]prop-2-enamide ClC=1C=C(C=CC1F)N1CCN(CC(COC2=CC3=C1C=CN=C3C=C2)NC(C=C)=O)C